2-bromo-6-phenyldibenzo[b,d]furan BrC1=CC2=C(OC3=C2C=CC=C3C3=CC=CC=C3)C=C1